OC[C@H](C1=CC=CC=C1)NC1=NC(=NC=C1C=1SC(=NN1)C)NC=1C=C2CCN(C(C2=CC1)=O)C 6-[[4-[[(1S)-2-hydroxy-1-phenyl-ethyl]amino]-5-(5-methyl-1,3,4-thiadiazol-2-yl)pyrimidin-2-yl]amino]-2-methyl-3,4-dihydroisoquinolin-1-one